C(=C)C=1C=CC2=C(C(NCCC2)=O)C1 8-vinyl-2,3,4,5-tetrahydro-1H-benzo[c]Azepin-1-one